(R)-N-(3,3-difluoro-1-(methylsulfonyl)piperidin-4-yl)-5-(1-(2,2-difluoroethyl)-2-methyl-1H-benzo[d]imidazol-6-yl)-6-fluoro-4-(methoxy-d3)pyrrolo[2,1-f][1,2,4]triazin-2-amine FC1(CN(CC[C@H]1NC1=NN2C(C(=N1)OC([2H])([2H])[2H])=C(C(=C2)F)C=2C=CC1=C(N(C(=N1)C)CC(F)F)C2)S(=O)(=O)C)F